CC(C=CC1=CC=CC2=CC=CC=C12)CC=C 1-(3-methylhexa-1,5-dien-1-yl)naphthalene